1-(4-trifluoromethylphenyl)ethyl-1H-triazole FC(C1=CC=C(C=C1)C(C)N1N=NC=C1)(F)F